(S)-2-(1-(6-(5-((4-(cyclopropylmethyl)-2H-1,2,3-triazol-2-yl)methyl)-1-methyl-1H-1,2,3-triazol-4-yl)-2-ethylpyridin-3-yl)-5,5-difluoropiperidin-3-yl)acetic acid C1(CC1)CC1=NN(N=C1)CC1=C(N=NN1C)C1=CC=C(C(=N1)CC)N1C[C@H](CC(C1)(F)F)CC(=O)O